(S)-2-(5,7-dichloro-2-(4-chlorobenzoyl)-1,2,3,4-tetrahydroisoquinoline-6-carboxamido)-3-(3-((R)-2,3-dihydro-1H-inden-1-yl)ureido)propanoic acid ClC1=C2CCN(CC2=CC(=C1C(=O)N[C@H](C(=O)O)CNC(=O)N[C@@H]1CCC2=CC=CC=C12)Cl)C(C1=CC=C(C=C1)Cl)=O